C(C)(=O)N1CC(C1)C1=NN(C=2C=CC=C(C12)C1=C(C=C2C=NN(C2=C1)C)F)CC(=O)OCC ethyl 2-[3-(1-acetylazetidin-3-yl)-5'-fluoro-1'-methyl-[4,6'-biindazol]-1-yl]acetate